(R)-N-(3-(5-Fluoro-2-((2-fluoro-3-(methylsulfonyl)phenyl)amino)pyrimidin-4-yl)-1H-indol-7-yl)-2-(4-methyl-1,4-diazepan-1-yl)propanamid FC=1C(=NC(=NC1)NC1=C(C(=CC=C1)S(=O)(=O)C)F)C1=CNC2=C(C=CC=C12)NC([C@@H](C)N1CCN(CCC1)C)=O